2-(2-Chloro-5-isopropyl-8-oxothieno[2',3':4,5]pyrrolo[1,2-d][1,2,4]triazin-7(8H)-yl)-N-(thiazol-2-yl)acetamide ClC1=CC2=C(C=C3N2C(=NN(C3=O)CC(=O)NC=3SC=CN3)C(C)C)S1